O[C@@H]1/C=C/CC[C@@](CC1)(C(=O)ON1C(CCC1=O)=O)C 2,5-dioxopyrrolidin-1-yl cis-(E)-6-hydroxy-1-methylcyclooct-4-ene-1-carboxylate